2-chloro-4-(dibenzo[b,d]furan-1-yl)quinazoline ClC1=NC2=CC=CC=C2C(=N1)C1=CC=CC=2OC3=C(C21)C=CC=C3